COC(=O)C=1N(C(C=CC1)=O)OCC1=CC=CC=C1 1-(benzyloxy)-6-oxo-1,6-dihydropyridine-2-carboxylic acid methyl ester